OCC1CCC(CC1)=O 4-(Hydroxymethyl)cyclohexane-1-one